The molecule is a member of the class of 2-pyranones that is 2H-pyran-2-one substituted by a methoxy group at position 4, a methyl group at position 3 and a 3-methyl-5-oxohexa-1,3-dien-1-yl group at position 6. It has been isolated from an endophytic fungus Aspergillus niger. It has a role as an Aspergillus metabolite and an antineoplastic agent. It is a member of 2-pyranones and a methyl ketone. CC1=C(C=C(OC1=O)/C=C/C(=C/C(=O)C)/C)OC